ethyl 2-methyl-8-vinylimidazo[1,2-a]pyridine-6-carboxylate CC=1N=C2N(C=C(C=C2C=C)C(=O)OCC)C1